COC(=O)C1=CC(=C(C=C1)SC1=C(C(=O)OC)C=CN=C1)[N+](=O)[O-] methyl 3-{[4-(methoxycarbonyl)-2-nitrophenyl]sulfanyl}isonicotinate